C(C#CC)(=O)N[C@@H]1CCC=C(C1)C1=C2C(=C(NC2=C(C=C1F)C(=O)N)C)Cl (R)-4-(5-(but-2-ynamido)cyclohex-1-en-1-yl)-3-chloro-5-fluoro-2-methyl-1H-indole-7-carboxamide